BrC1=CC=C2\C(\C(NC2=C1)=O)=C\1/N=C2C=CC=CC2=C1NO (3E)-6-bromo-3-[3-(hydroxylamino)indol-2-ylidene]-1H-indol-2-one